1-((2S,4R)-4-((5-aminopyridin-2-yl)amino)-2-methyl-3,4-dihydroquinolin-1(2H)-yl)propan-1-one NC=1C=CC(=NC1)N[C@@H]1C[C@@H](N(C2=CC=CC=C12)C(CC)=O)C